[W].C(CCCCC)(=O)ON1C(CCC1=O)=O N-(caproyl-oxy)succinimide tungsten